C(C)(C)[C@H]1N=C(CN=C1OC)OC (R)-2-isopropyl-3,6-dimethoxy-2,5-dihydropyrazine